BrC=1C=CC2=C([Se]NS2(=O)C2=CC=C(C=C2)Br)C1 5-bromo-1-(4-bromophenyl)benzo[d][1,3,2]thiaselenazol-1-one